ClC1=NN=C(C=2CCCCC12)I 1-chloro-4-iodo-5,6,7,8-tetrahydrophthalazine